NCCNC(=O)N[C@@H]1CC[C@@H](CC1)C(F)(F)C1=CC(=NC(=C1)Cl)N1CCN(CC1)S(=O)(=O)C1=CC=C(C=C1)N1C(C[C@H](C1)N)=O Cis-1-(2-aminoethyl)-3-[4-[[2-[4-[4-[(4R)-4-amino-2-oxo-pyrrolidin-1-yl]phenyl]sulfonylpiperazin-1-yl]-6-chloro-4-pyridyl]-difluoro-methyl]cyclohexyl]urea